FC1=CC2=C(N=CN=C2NC2=CC=C(OC3CCN(CC3)C(CC(C)(C)C)=O)C=C2)C=N1 1-{4-[4-({6-fluoropyrido[3,4-d]pyrimidin-4-yl}amino)phenoxy]piperidin-1-yl}-3,3-dimethylbutan-1-one